C1(CC1)C=1SC(=CN1)C=1C=C(C=CC1)N(C(=O)[C@@H]1CC[C@H](CC1)NC(CCS(=O)C)=O)C[C@@H]1CC[C@H](CC1)C1=CC(=C(C=C1)OC)C trans-N-(3-(2-Cyclopropylthiazol-5-yl)phenyl)-N-((trans-4-(4-methoxy-3-methylphenyl)cyclohexyl)methyl)-4-(3-(methylsulfinyl)propanamido)-cyclohexanecarboxamide